C(C=C)(=O)N1CC(CC1)(C1=C(C(=CC=C1F)Cl)Cl)NC1=CC(=C2C3(C(N(C2=C1)C)=O)CC3)F 6'-((1-Acryloyl-3-(2,3-dichloro-6-fluorophenyl)pyrrolidin-3-yl)amino)-4'-fluoro-1'-methylspiro[cyclopropane-1,3'-indolin]-2'-one